NC1=NC(=NC=C1C(F)(F)F)C1=C(C=C2C(N(C=NC2=C1)CCC[C@@H](NC=1C=NNC(C1C(F)(F)F)=O)C1CC1)=O)F (R)-7-(4-amino-5-(trifluoromethyl)pyrimidin-2-yl)-3-(4-cyclopropyl-4-((6-oxo-5-(trifluoromethyl)-1,6-dihydropyridazin-4-yl)amino)butyl)-6-fluoroquinazolin-4(3H)-one